N-((2-(1H-1,2,3-triazol-1-yl)thiazol-5-yl)methyl)-1,1,1-triphenylmethanamine N1(N=NC=C1)C=1SC(=CN1)CNC(C1=CC=CC=C1)(C1=CC=CC=C1)C1=CC=CC=C1